ClC=1C=C(C(=O)N[C@@H](C)C2=CC(=NO2)C2=CC(=NC=C2)C2CC2)C=CC1 (S)-3-chloro-N-(1-(3-(2-cyclopropylpyridin-4-yl)isoxazol-5-yl)ethyl)benzamide